1-(4-amino-1-piperidyl)ethanone NC1CCN(CC1)C(C)=O